2-fluoro-1-(2-{[4-(4-fluorophenyl)-1-methyl-1H-1,2,3-triazol-5-yl]methoxy}-5,7-dihydro-6H-pyrrolo[3,4-b]pyridin-6-yl)ethanone antimony germanium selenium tellurium [Te].[Se].[Ge].[Sb].FCC(=O)N1CC2=NC(=CC=C2C1)OCC1=C(N=NN1C)C1=CC=C(C=C1)F